(R)-3-methoxy-2-(4-methylpiperazin-1-yl)alaninamide COC[C@](N)(C(=O)N)N1CCN(CC1)C